5-[5-[(1R)-1-(3,5-dichloro-4-pyridyl)ethoxy]-1H-indazol-3-yl]-2,3-dimethoxy-benzonitrile ClC=1C=NC=C(C1[C@@H](C)OC=1C=C2C(=NNC2=CC1)C=1C=C(C(=C(C#N)C1)OC)OC)Cl